N1N=CC2=CC=C(C=C12)CN(C1=CC(=CC=C1)CN1CCCCC1)CC1=CC(=CC=C1)OC N-((1H-indazol-6-yl)methyl)-N-(3-methoxybenzyl)-3-(piperidin-1-ylmethyl)aniline